FC1=NC(=C2N=CN(C2=N1)C1OCCCCC1)NCC1=C(C=CC=C1)C(=O)OC 2-fluoro-6-{[2-(methoxycarbonyl)benzyl]amino}-9-(oxepan-2-yl)-9H-purine